FC=1C(=C(C=CC1)NC1=C(N=NC(=C1)NC1=NC=C(C=C1)C=O)C(=O)NC([2H])([2H])[2H])OC 4-((3-fluoro-2-methoxyphenyl)amino)-6-((5-formylpyridin-2-yl)amino)-N-(methyl-d3)pyridazine-3-carboxamide